C(CCCCCCC)OC(C=CCCCCCCCCCCCCCCCCC)=O.NCCC(CC[Si](OC)(OC)OC)N 3-(2-aminoethyl)-aminopropyl-trimethoxysilane octyl-eicosenoate